C(N)(=N)N[C@@H](CCCCN)C(=O)O guanyl-L-lysine